N[C@H](C(=O)O)CC1=CC=C(C=C1)C1=NOC(=N1)C1=C(C=C(C=C1)OC)C1=CC=C(C=C1)OC (S)-2-amino-3-(4-(5-(4',5-dimethoxybiphenyl-2-yl)-1,2,4-oxadiazol-3-yl)phenyl)propanoic acid